2-(3-((S)-cyclobutyl(4-methyl-4H-1,2,4-triazol-3-yl)methyl)phenyl)-4-cyclopropyl-6-(((R)-4,4-difluoro-3-methylpiperidin-1-yl)methyl)-2,3-dihydro-1H-pyrrolo[3,4-c]pyridin-1-one C1(CCC1)[C@@H](C=1C=C(C=CC1)N1CC=2C(=NC(=CC2C1=O)CN1C[C@H](C(CC1)(F)F)C)C1CC1)C1=NN=CN1C